tert-butyl (R)-4-((6-((5-(2-(2,5-difluorophenyl)pyrrolidin-1-yl)pyrazolo[1,5-a]pyrimidin-3-yl)carbamoyl)pyridin-2-yl)amino)piperidine-1-carboxylate FC1=C(C=C(C=C1)F)[C@@H]1N(CCC1)C1=NC=2N(C=C1)N=CC2NC(=O)C2=CC=CC(=N2)NC2CCN(CC2)C(=O)OC(C)(C)C